N[C@@H](CCCCN)C(=O)O.OC(=O)C(C)C1=CC(C(=O)C2=CC=CC=C2)=CC=C1 ketoprofen-lysine salt